[Sm].[Al] aluminum-samarium